BrC=1C=NC(N(C1)CC1CC1)N 5-Bromo-1-(cyclopropylmethyl)pyrimidine-2-amine